CN1N=C2C(=CC(=CC2=C1)C1=CC2=C(C=N1)N=C(S2)C2CCNCC2)C#N 2-Methyl-5-[2-(piperidin-4-yl)[1,3]thiazolo[4,5-c]pyridin-6-yl]-2H-indazol-7-carbonitril